1,4,5,6-tetrahydropyrrolo[3,4-c]pyrazole 2,2,2-trifluoroacetate FC(C(=O)O)(F)F.N1N=CC2=C1CNC2